COC(=O)C=1CC=2C(=CN1)N=CN2 Imidazo[4,5-c]Pyridine-6-carboxylic acid methyl ester